(R)-N4-(2-(Isopropylcarbamoyl)thiazol-5-yl)-2-methyl-N1-((S)-11-oxo-2,3,10,11-tetrahydro-1H,5H-benzo[d]pyrazolo[1,2-a][1,2]diazepin-10-yl)succinamide C(C)(C)NC(=O)C=1SC(=CN1)NC(C[C@H](C(=O)N[C@H]1C2=C(CN3N(C1=O)CCC3)C=CC=C2)C)=O